FC(OC=1C=CC(=C2C=CC=NC12)C/C(=C/C(=O)OCC)/C(C)(C)C)F ethyl (Z)-3-((8-(difluoromethoxy)quinolin-5-yl)methyl)-4,4-dimethylpent-2-enoate